bromopyridine-carbaldehyde BrC=1C(=NC=CC1)C=O